N[C@@H]1CCC2=C(N(C=C21)C)C(=O)NC2=CC(=C(C=C2)F)C(F)F |r| racemic-4-amino-N-(4-fluoro-3-(difluoromethyl)phenyl)-2-methyl-2,4,5,6-tetrahydrocyclopenta[c]pyrrole-1-carboxamide